2-Methyl-7-pentyl-2-[(3E,7E)-4,8,12-trimethyltrideca-3,7,11-trienyl]chromen-5-ol CC1(OC=2C=C(C=C(C2C=C1)O)CCCCC)CC\C=C(\CC\C=C(\CCC=C(C)C)/C)/C